6-(5-cyano-1H-pyrazolo[3,4-b]pyridin-1-yl)-N-(2-(4,4-difluoro-1-hydroxycyclohexyl)ethyl)-4-(isopropylamino)nicotinamide C(#N)C=1C=C2C(=NC1)N(N=C2)C2=NC=C(C(=O)NCCC1(CCC(CC1)(F)F)O)C(=C2)NC(C)C